CC(CCCC1=C(C=C(C=C1)OC)N1CCC(CC1)COC1=NC=CC(=C1)[C@H](CP(O)(=O)C)C)(C)C ((R)-2-(2-((1-(2-(4,4-dimethylpentyl)-5-methoxyphenyl)piperidin-4-yl)methoxy)pyridin-4-yl)propyl)(methyl)phosphinic acid